COC(=O)C1=CN(C2=CC=CC=C12)CC1=CC=C(C=C1)Cl 1-(4-chlorobenzyl)-1H-indole-3-carboxylic acid methyl ester